CC1NC(CC(C1)OC1=CC=C(N=N1)C1=C(C=C(C=C1)C=1C=NNC1)O)C 2-{6-[(2,6-dimethylpiperidin-4-yl)oxy]pyridazin-3-yl}-5-(1H-pyrazol-4-yl)phenol